4-((2-acrylamidoethyl)carbamoyl)-3-fluorobenzeneboronic acid C(C=C)(=O)NCCNC(=O)C1=C(C=C(C=C1)B(O)O)F